3-bromo-5H,6H,7H-pyrazolo[3,2-b][1,3]oxazine BrC=1C=NN2C1OCCC2